BrC1=C(C=C(C=C1C)C)C1=C(C(=CC(=C1)C)C)Br 2,2'-dibromo-3,3',5,5'-tetramethyl-1,1'-biphenyl